N-(3-(5-(cyclopropylsulfonyl)-2-(difluoromethoxy)phenyl)-1-(1-methylazetidin-3-yl)-1H-pyrazol-4-yl)pyrazolo[1,5-a]pyrimidine-3-carboxamide C1(CC1)S(=O)(=O)C=1C=CC(=C(C1)C1=NN(C=C1NC(=O)C=1C=NN2C1N=CC=C2)C2CN(C2)C)OC(F)F